ClC1=C(COC2CN(C2)C(=O)N2C[C@@H]3[C@@H](OCC(N3)=O)CC2)C=CC(=C1)C(F)(F)F (-)-(4aR,8aS)-6-(3-((2-Chloro-4-(trifluoromethyl)benzyl)oxy)azetidine-1-carbonyl)hexahydro-2H-pyrido[4,3-b][1,4]oxazin-3(4H)-one